3-(aminomethyl)-6-methyl-4-methylsulfanyl-1H-pyridin-2-one NCC=1C(NC(=CC1SC)C)=O